1-(5-tert-butyl-2H-pyrazol-3-yl)-3-(4-{5-[2-(2-{3-[2-(2,6-dioxopiperidin-3-yl)-1,3-dioxo-2,3-dihydro-1H-isoindol-4-yl]-propoxy}-ethoxy)-ethoxy]-benzimidazol-1-yl}-phenyl)-urea C(C)(C)(C)C=1C=C(NN1)NC(=O)NC1=CC=C(C=C1)N1C=NC2=C1C=CC(=C2)OCCOCCOCCCC2=C1C(N(C(C1=CC=C2)=O)C2C(NC(CC2)=O)=O)=O